(R)-7-((1-(6-cyanopyridazin-3-yl)-3,3-dimethylpiperidin-4-yl)amino)-2-(4-methoxyphenyl)pyrazolo[1,5-a]pyrimidine-6-carboxamide C(#N)C1=CC=C(N=N1)N1CC([C@@H](CC1)NC1=C(C=NC=2N1N=C(C2)C2=CC=C(C=C2)OC)C(=O)N)(C)C